FC(N1N=CC(=C1)[C@H]1CNC[C@H](O1)C)F (2S,6R)-2-[1-(difluoromethyl)pyrazol-4-yl]-6-methyl-morpholine